ClC=1C=C2C(=CC1)NC(C21CCN(CC1)CCOC=1C=NC(=NC1)C1(COC1)S(=O)(=O)C)=O 5-chloro-1'-(2-{[2-(3-methanesulfonyloxetan-3-yl)pyrimidin-5-yl]oxy}ethyl)-1,2-dihydrospiro[indole-3,4'-piperidin]-2-one